C(C1=CC=CC=C1)N(CCC(=O)OC(C)(C)C)C=1SC(=C(N1)C1=CC(=C(C=C1)Cl)Cl)C(N)=O tert-butyl 3-(benzyl(5-carbamoyl-4-(3,4-dichlorophenyl)thiazol-2-yl)amino)propanoate